2-[3-(6-bromo-5-fluoro-2-pyridyl)imidazo[1,2-a]pyrazin-6-yl]propan-2-ol BrC1=C(C=CC(=N1)C1=CN=C2N1C=C(N=C2)C(C)(C)O)F